CN1C(N(C=2N=C(NC2C1=O)SC)C)=O 1,3-dimethyl-8-(methylthio)-1H-purine-2,6(3H,7H)-dione